tris[(3-ethyl-3-pentyl)oxy]aluminum lithium hydride [H-].[Li+].C(C)C(CC)(CC)O[Al](OC(CC)(CC)CC)OC(CC)(CC)CC